N-(2,6-bis(3-methoxyazetidin-1-yl)benzyl)-2-(9-(pyridin-2-yl)-6-oxaspiro[4.5]decan-9-yl)ethylamine COC1CN(C1)C1=C(CNCCC2(CCOC3(CCCC3)C2)C2=NC=CC=C2)C(=CC=C1)N1CC(C1)OC